N1=CC=C(C=C1)CN1C=CC2=CC=C(C=C12)C(=O)O 1-(pyridin-4-ylmethyl)-1H-indole-6-carboxylic acid